N-(3-butenyl)benzamide C(CC=C)NC(C1=CC=CC=C1)=O